tetra-ethylene glycol diacrylate C(C=C)(=O)OCCOCCOCCOCCOC(C=C)=O